(R)-4-(1-((5-methoxy-7-methyl-1H-indol-4-yl)methyl)-4-(2,2,3,3-tetrafluoropropyl)-piperazin-2-yl)benzoic acid COC=1C(=C2C=CNC2=C(C1)C)CN1[C@@H](CN(CC1)CC(C(F)F)(F)F)C1=CC=C(C(=O)O)C=C1